5-bromomethyl-1,3-dichloro-2-(2,2-difluoroethoxy)benzene BrCC=1C=C(C(=C(C1)Cl)OCC(F)F)Cl